BrC1=CC=CC=2OC3=C(C21)C(=CC=C3)Cl 1-bromo-9-chlorodibenzo[b,d]furan